C(CCCCCCCCCCCCCCCCC)(=O)OC[C@H](OC(CCCCCCCCCCCCCCCCC)=O)CO |r| 1,2-distearoyl-rac-glycerol